1,2,3,4-tetrahydrothieno[2,3-d]pyrimidine-6-sulfonamide N1CNCC2=C1SC(=C2)S(=O)(=O)N